C(=O)O.ClC1=CC=C2C(=C(NC2=C1Cl)CNC(CNC)=O)C=1C=NNC1 N-[[6,7-Dichloro-3-(1H-pyrazol-4-yl)-1H-indol-2-yl]methyl]-2-(methyl-amino)acetamide formic acid salt